ClC1=NNC2=C(C=C(C(=C12)I)Cl)F 3,5-dichloro-7-fluoro-4-iodo-1H-indazole